4-bromo-6-(trifluoromethyl)pyridazin-3(2H)-one BrC=1C(NN=C(C1)C(F)(F)F)=O